4-[(2,4-Dichloro-5-methoxyphenyl)amino]-6-ethoxy-7-[(1-methylpiperidin-4-yl)methoxy]quinoline-3-carbonitrile ClC1=C(C=C(C(=C1)Cl)OC)NC1=C(C=NC2=CC(=C(C=C12)OCC)OCC1CCN(CC1)C)C#N